BrC1C(C2=C(C=3CCCC3C(=C2C1)C)C)O 2-bromo-4,8-dimethyl-1,2,3,5,6,7-hexahydro-s-indacen-1-ol